The molecule is a hydroxybenzoyl-CoA that results from the formal condensation of the thiol group of coenzyme A with the carboxylic acid group of 3-hydroxybenzoic acid. It derives from a benzoyl-CoA and a 3-hydroxybenzoic acid. It is a conjugate acid of a 3-hydroxybenzoyl-CoA(4-). CC(C)(COP(=O)(O)OP(=O)(O)OC[C@@H]1[C@H]([C@H]([C@@H](O1)N2C=NC3=C(N=CN=C32)N)O)OP(=O)(O)O)[C@H](C(=O)NCCC(=O)NCCSC(=O)C4=CC(=CC=C4)O)O